ClC1=CC(=C(O[C@H](C(=O)O)CC)C=C1)C1=CC=NO1 (S)-2-[4-chloro-2-(5-isoxazolyl)phenoxy]butyric acid